7-bromo-5-chloro-3-methyl-3,4-dihydroquinoxalin-2(1H)-one BrC1=CC(=C2NC(C(NC2=C1)=O)C)Cl